ClC1=C(C=CC=C1)[C@@H](C1CC1)N1N=CC=2C1=CN=C(C2)C(=O)N[C@H](C)\C=C\S(=O)(=O)C ((R)-(2-Chlorophenyl)(cyclopropyl)methyl)-N-((R,E)-4-(methylsulfonyl)but-3-en-2-yl)-1H-pyrazolo[3,4-c]pyridine-5-carboxamide